N-(4-cyclobutyl-3-(4-fluorophenyl)-1-methyl-1H-pyrazol-5-yl)-2-(3,3-difluoroazetidin-1-yl)acetamide C1(CCC1)C=1C(=NN(C1NC(CN1CC(C1)(F)F)=O)C)C1=CC=C(C=C1)F